COC=1N=CC(=C2C1N(C(=C2)C(=O)OC)S(=O)(=O)C2=CC=C(C=C2)C)C(F)(F)F Methyl 7-Methoxy-1-(p-Tolylsulfonyl)-4-(trifluoromethyl)pyrrolo[2,3-c]pyridine-2-carboxylate